rel-((1R,4R,5R)-5-((4-(2-aminopropan-2-yl)-6-(4-fluorophenyl)pyridin-2-yl)oxy)-2-azabicyclo[2.2.0]hexan-2-yl)(1-methyl-3-(oxazol-2-yl)-1H-pyrazol-5-yl)methanone NC(C)(C)C1=CC(=NC(=C1)C1=CC=C(C=C1)F)O[C@H]1[C@@H]2CN([C@@H]2C1)C(=O)C1=CC(=NN1C)C=1OC=CN1 |o1:18,19,22|